tert-butyl (2-(2-(3-((2-(4-(2-(5-(3,5-dimethylisoxazol-4-yl)-1-(2-morpholinoethyl)-1H-benzo[d]imidazol-2-yl)ethyl)phenoxy)ethyl)amino)-3-oxopropoxy)ethoxy)ethyl)carbamate CC1=NOC(=C1C1=CC2=C(N(C(=N2)CCC2=CC=C(OCCNC(CCOCCOCCNC(OC(C)(C)C)=O)=O)C=C2)CCN2CCOCC2)C=C1)C